C1(CC1)[C@]1(C(N(C[C@H]1C)C=1C=2N(C=C(N1)C=1C=NN(C1)[C@H]1COCC1)N=CC2F)=O)C#N |&1:20| (3R,4S)-3-cyclopropyl-1-[3-fluoro-6-[1-[(3RS)-oxolan-3-yl]pyrazol-4-yl]pyrazolo[1,5-a]pyrazin-4-yl]-4-methyl-2-oxopyrrolidine-3-carbonitrile